5-oxoimidazolidin O=C1CNCN1